FC=1C=C2CCN(CC2=CC1)C1=CC(=C(C(=C1)C)NC(=O)C1CC2(C1)CCCC2)C N-(4-(6-fluoro-3,4-dihydroisoquinolin-2(1H)-yl)-2,6-dimethylphenyl)spiro[3.4]octane-2-Formamide